Triethyleneglycol-bis[3-(3-t-butyl-5-methyl-4-hydroxyphenyl) propionate] C(C)(C)(C)C=1C=C(C=C(C1O)C)CCC(=O)OCCOCCOCCOC(CCC1=CC(=C(C(=C1)C)O)C(C)(C)C)=O